C1(CCC1)C1=CC=C2C(=C(C(NC2=C1)=O)C(=O)O)O 7-cyclobutyl-4-hydroxy-2-oxo-1,2-dihydroquinoline-3-carboxylic acid